O=C1O[C@H](CN1C1=NC2=C(OCC(N2)=O)N=C1)CN1C(C2=CC=CC=C2C1=O)=O (S)-2-((2-oxo-3-(3-oxo-3,4-dihydro-2H-pyrazino[2,3-b][1,4]oxazin-6-yl)oxazolidine-5-yl)methyl)isoindoline-1,3-dione